C1(CC1)NC(=O)C12CC3(CC(CC(C1)C3)C2)C2=CC=C(C=C2)Cl 3-(4-Chloro-phenyl)-adamantane-1-carboxylic acid cyclopropylamide